BrC(C(=O)NC=1N=NC(=CC1)OC1=CC=C(C=C1)F)C 2-bromo-N-(6-(4-fluorophenoxy)pyridazin-3-yl)propanamide